2-hydroxyphenyl disulfide OC1=C(C=CC=C1)SSC1=C(C=CC=C1)O